4-((4-Hydroxycyclohexyl)amino)-6-methoxy-N-(4-(4-methylpiperazin-1-yl)phenyl)pyrimidine-5-carboxamide OC1CCC(CC1)NC1=NC=NC(=C1C(=O)NC1=CC=C(C=C1)N1CCN(CC1)C)OC